O=S1(CCN(CC2=C1C=CC=C2)C2=NC1=CC=C(C=C1C(=C2)N2CC1(COC1)C(C2)NC(=O)OC(C)(C)C)C)=O tert-Butyl 6-[2-(1,1-dioxido-2,3-dihydro-1,4-benzothiazepin-4(5H)-yl)-6-methylquinolin-4-yl]-2-oxa-6-azaspiro[3.4]octan-8-carbamate